5-bromo-N-[(2-chloro-5-fluorophenyl)carbonyl]-N-[(2,4-dimethoxyphenyl)methyl]pyridine-3-carboxamide BrC=1C=C(C=NC1)C(=O)N(CC1=C(C=C(C=C1)OC)OC)C(=O)C1=C(C=CC(=C1)F)Cl